(S)-8-(2-amino-6-((R)-1-(4'-chloro-3'-methyl-3-(3-methyl-1H-pyrazol-1-yl)-[1,1'-biphenyl]-4-yl)-2,2,2-trifluoroethoxy)pyrimidin-4-yl)-2,8-diazaspiro[4.5]decane-3-carboxylic acid NC1=NC(=CC(=N1)N1CCC2(C[C@H](NC2)C(=O)O)CC1)O[C@@H](C(F)(F)F)C1=C(C=C(C=C1)C1=CC(=C(C=C1)Cl)C)N1N=C(C=C1)C